O1CCC(=CC1)C=1N(C=CC1)S(=O)(=O)C1=CC=C(C)C=C1 2-(3,6-dihydro-2H-pyran-4-yl)-1-p-toluenesulfonyl-1H-pyrrole